BrC=1C(=C(C=CC1)CC(=O)O)OC (3-bromo-2-methoxyphenyl)acetic acid